CNC1CC(NC(C1)(C)C)(C)C N,2,2,6,6-pentamethylpiperidin-4-amine